2-chloro-5-(difluoromethyl)pyrimidin-4-amine ClC1=NC=C(C(=N1)N)C(F)F